[N-]=[N+]=[N-].OOOOOOOOOOOOCCCCCCCCCCCCCCCCCC dodecaoxatriacontane azide